7-(3-chloro-4-((dimethylamino)methyl)phenyl)-2-(((3S,4R)-3-hydroxytetrahydro-2H-pyran-4-yl)amino)-N,N-dimethyl-7H-pyrrolo[2,3-d]pyrimidine-6-carboxamide ClC=1C=C(C=CC1CN(C)C)N1C(=CC2=C1N=C(N=C2)N[C@H]2[C@@H](COCC2)O)C(=O)N(C)C